C1(=CC=CC=C1)C(CC[Si](OCC)(C)C)NC 3-phenyl-methylaminopropyl-dimethyl-ethoxysilane